C(C)(C)(C)OC(N(C1=NC=CC(=C1F)CC=1C=NC=C(C1C)OC1CCC(CC1)(C)C)C(=O)OC(C)(C)C)=O tert-butyloxycarbonyl-N-[4-[[5-(4,4-dimethylcyclohexyloxy)-4-methyl-3-pyridinyl]methyl]-3-fluoro-2-pyridinyl]carbamic acid tert-butyl ester